7-(1-(2-Fluoro-6-methylphenyl)piperidin-4-yl)-3,8-dimethyl-5-((3-(trifluoromethyl)pyrazin-2-yl)methyl)pyrido[2,3-b]pyrazin-6(5H)-one FC1=C(C(=CC=C1)C)N1CCC(CC1)C1=C(C=2C(=NC(=CN2)C)N(C1=O)CC1=NC=CN=C1C(F)(F)F)C